7-Cyano-5-isopropylbenzo[b]thiophene-2-carboxylic acid C(#N)C1=CC(=CC2=C1SC(=C2)C(=O)O)C(C)C